2-[2-Chloro-5-(3,5-dimethyl-2,6-dioxo-4-thioxo-1,3,5-triazinan-1-yl)-4-fluoro-benzoyl]oxy-2-methyl-propanoic acid ClC1=C(C(=O)OC(C(=O)O)(C)C)C=C(C(=C1)F)N1C(N(C(N(C1=O)C)=S)C)=O